ClC1=C(C=CC(=C1)F)\C=C\C (E)-2-chloro-4-fluoro-1-(prop-1-en-1-yl)benzene